ethanolamine hcl Cl.C(O)CN